BrC1=CC=C(C(=N1)CC1(CC(N(CC1)C(=O)OC(C)(C)C)C)C(=O)OC)F 1-(tert-butyl) 4-methyl 4-((6-bromo-3-fluoropyridin-2-yl) methyl)-2-methylpiperidine-1,4-biscarboxylate